Cl.Cl.N=1C=CN2C1C(CCC2)N 5,6,7,8-tetrahydroimidazo[1,2-a]Pyridin-8-amine dihydrochloride